FC1=C(C=C(C=C1)OC(F)(F)F)NC(OCC1=CC2=CC=C(C=C2C=C1)N1C(NC(CC1)=O)=O)=O (6-(2,4-dioxotetrahydropyrimidin-1(2H)-yl)naphthalen-2-yl)methyl (2-fluoro-5-(trifluoromethoxy)phenyl)carbamate